Cl.Cl.Cl.C(=O)O.C(=O)O bis-formic acid, tris-hydrochloride